1,2-bis(2-chloroethylthio)ethane ClCCSCCSCCCl